ClN1CSC=C1C(C(C(=O)OCC)O)O ethyl 3-(3-chlorothiazol-4-yl)-2,3-dihydroxypropionate